Tripyridine ruthenium chloride [Ru](Cl)(Cl)Cl.N1=CC=CC=C1.N1=CC=CC=C1.N1=CC=CC=C1